N-(2-(2-(benzyloxy)-4,6-dihydroxybenzoyl)isoindolin-4-yl)acrylamide C(C1=CC=CC=C1)OC1=C(C(=O)N2CC3=CC=CC(=C3C2)NC(C=C)=O)C(=CC(=C1)O)O